Tert-butyl 3-bromo-7,8-dihydro-1,6-naphthyridine-6(5H)-carboxylate BrC=1C=NC=2CCN(CC2C1)C(=O)OC(C)(C)C